C(=O)(O)CCCP(C1=CC=CC=C1)(C1=CC=CC=C1)C1=CC=CC=C1 3-carboxypropyl-(triphenyl)phosphine